[Cl-].C(C)[N+](CC1=C(C=CC=C1)C)(CC)CC triethyl-(o-tolylmethyl)ammonium chloride